C1(=CC=CC=C1)C1=NC(=NC(=N1)C1=CC=CC=C1)C1=CC=C(C=C1)C1=C(C(=NC=C1C1=CC=CC=C1)N1C2=CC=C(C=C2C=2C=C(C=CC12)N1C2=CC=CC=C2C=2C=CC=CC12)N1C2=CC=CC=C2C=2C=CC=CC12)C1=CC=CC=C1 9'-(4-(4-(4,6-diphenyl-1,3,5-triazin-2-yl)phenyl)-3,5-diphenylpyridin-2-yl)-9'H-9,3':6',9''-tercarbazole